2-(3-cyano-4-fluorophenyl)-3-(pyridin-4-yl)-4,5,6,7-tetrahydropyrazolo[1,5-a]pyrazin-5-ium chloride [Cl-].C(#N)C=1C=C(C=CC1F)C1=NN2C(C[NH2+]CC2)=C1C1=CC=NC=C1